5-fluoro-7-(2-(1-(1-(4-nitrophenyl)azetidin-3-yl)piperidin-4-yl)ethoxy)-2-(((tetrahydro-2H-pyran-4-yl)thio)methyl)quinazolin-4(3H)-one FC1=C2C(NC(=NC2=CC(=C1)OCCC1CCN(CC1)C1CN(C1)C1=CC=C(C=C1)[N+](=O)[O-])CSC1CCOCC1)=O